[NH4+].CN1C(NCC=C1)C(=O)[O-] tetrahydro-methyl-pyrimidinecarboxylic acid ammonium salt